C(C)(C)(C)C1=CC=2C(=NC(=CN2)C(CCC[C@H](OC(C)C)[C@H]2N(C(OC2)(C)C)C(=O)OC(C)(C)C)=O)N1C tert-butyl (4S)-4-[(1S)-5-(6-tert-butyl-5-methyl-pyrrolo[2,3-b]pyrazin-3-yl)-1-isopropoxy-5-oxo-pentyl]-2,2-dimethyl-oxazolidine-3-carboxylate